1-amino-2-methyl-propan NCC(C)C